2-(4-(trifluoro-methyl)phenyl)ethan-1-ol FC(C1=CC=C(C=C1)CCO)(F)F